C(CCCCCCCCCCCCCCCCCCCCC)OC=1C=C(C=C(C1OCCCCCCCCCCCCCCCCCCCCCC)OCCCCCCCCCCCCCCCCCCCCCC)COC1=CC=C(C=C1)C(N)C1=CC=C(C=C1)OCC1=CC(=C(C(=C1)OCCCCCCCCCCCCCCCCCCCCCC)OCCCCCCCCCCCCCCCCCCCCCC)OCCCCCCCCCCCCCCCCCCCCCC Bis[4-[[3,4,5-tri(docosoxy)phenyl]methoxy]phenyl]methanamine